CC(C)[C@H]1CN(CCN1)C=1N=NC(=CN1)C1=C(C=CC=C1)O 2-{3-[(3S)-3-(prop-2-yl)piperazin-1-yl]-1,2,4-triazin-6-yl}phenol